8-(tert-butyl) 4-methyl 2-(2-morpholinoethyl)-2,8-diazaspiro[4.5]decane-4,8-dicarboxylate O1CCN(CC1)CCN1CC2(C(C1)C(=O)OC)CCN(CC2)C(=O)OC(C)(C)C